BrC1(C(C(=NC=C1)N1C([C@@H]2C[C@@H]2C1)=O)F)C (1R,5S)-3-(4-bromo-3-fluoro-4-methylpyridin-2-yl)-3-azabicyclo[3.1.0]Hexan-2-one